1-(5-(((2S,4R)-1-isobutyryl-2-methylpiperidin-4-yl)methyl)pyrazolo[1,5-a]pyridin-3-yl)dihydropyrimidine-2,4(1H,3H)-dione C(C(C)C)(=O)N1[C@H](C[C@@H](CC1)CC1=CC=2N(C=C1)N=CC2N2C(NC(CC2)=O)=O)C